O[C@]1(C[C@@H](CCC1)C)CNC(=O)C=1C=C(N2C=CC=C(C12)C)CCOC 3-(2-Methoxy-ethyl)-8-methyl-indolizine-1-carboxylic acid ((1R,3R)-1-hydroxy-3-methylcyclohexylmethyl)-amide